ClC=1C(=C(C=CC1)NC1=C(NC2=C1C(NCC2)=O)C2=NC(=NC=C2)NC=2C=NC(=CC2)N2CCN(CC2)C)OC 3-[(3-chloro-2-methoxyphenyl)amino]-2-(2-{[6-(4-methylpiperazin-1-yl)pyridin-3-yl]amino}pyrimidin-4-yl)-1H,5H,6H,7H-pyrrolo[3,2-c]pyridin-4-one